ClC1=C(C[N+]#[C-])C=CC(=C1)Cl 2,4-DICHLORoBENZYLISOCYANIDE